tert-butyl (S)-2-((tert-butoxycarbonyl)amino)-3-(2-cyanoimidazo[1,2-a]pyrazin-6-yl)propanoate C(C)(C)(C)OC(=O)N[C@H](C(=O)OC(C)(C)C)CC=1N=CC=2N(C1)C=C(N2)C#N